N-methyl-3-(6-(((3aR,5s,6aS)-2-(((R)-tetrahydro-2H-pyran-3-yl)methyl-d2)octahydrocyclopenta[c]pyrrol-5-yl)amino)pyridazin-3-yl)benzamide CNC(C1=CC(=CC=C1)C=1N=NC(=CC1)NC1C[C@@H]2[C@@H](CN(C2)C([2H])([2H])[C@@H]2COCCC2)C1)=O